((2S,4S)-4-(8-chloro-7-(2,3-dichlorophenyl)-4-(3-(dimethylamino)azetidin-1-yl)-6-fluoro-1H-pyrazolo[4,3-c]quinolin-1-yl)piperidin-2-yl)acetonitrile ClC1=CC=2C3=C(C(=NC2C(=C1C1=C(C(=CC=C1)Cl)Cl)F)N1CC(C1)N(C)C)C=NN3[C@@H]3C[C@H](NCC3)CC#N